ClC=1C=C(C=CC1)CC=1C(=CNC1)S(=O)(=O)NC1=C(C=C(C(=C1)F)OC(F)F)F 4-[(3-chlorophenyl)methyl]-N-[4-(difluoromethoxy)-2,5-difluorophenyl]-1H-pyrrole-3-sulfonamide